(S)-2-isopropyl-4-(2-((1-isopropyl-1H-pyrazolo[4,3-c]pyridin-6-yl)amino)-5-(1,3,4-oxadiazol-2-yl)pyrimidin-4-yl)-N-(2-methoxyethyl)piperazine-1-carboxamide C(C)(C)[C@@H]1N(CCN(C1)C1=NC(=NC=C1C=1OC=NN1)NC1=CC2=C(C=N1)C=NN2C(C)C)C(=O)NCCOC